4-(3,5-dichlorophenyl)-1-(4-(3,5-dimethylisoxazol-4-yl)-5-(isopropylsulfanyl)thiazol-2-yl)-3-methyl-1H-pyrazole-5-carboxylic acid ClC=1C=C(C=C(C1)Cl)C=1C(=NN(C1C(=O)O)C=1SC(=C(N1)C=1C(=NOC1C)C)SC(C)C)C